4-[(1S)-1-[[1-[(3R)-3-[3-(Trifluoromethyl)phenoxy]pyrrolidin-1-yl]cyclobutane-1-carbonyl]amino]ethyl]benzoic acid, hydrochloride Cl.FC(C=1C=C(O[C@H]2CN(CC2)C2(CCC2)C(=O)N[C@@H](C)C2=CC=C(C(=O)O)C=C2)C=CC1)(F)F